C=C1CC2(CCCN2C1)CO (2-methylenehexahydro-1H-pyrrolizin-7a-yl)methanol